ClC=1C=C2CCC[C@@]3(C2=CC1)COC1=C(N(C3)CC3CCC3)C=C(C=C1)[C@@H](C(=O)OC)CC(=O)N(C)C methyl (2S)-2-((3S)-6'-chloro-5-(cyclobutylmethyl)-3',4,4',5-tetrahydro-2'H-spiro[1,5-benzoxazepine-3,1'-naphthalen]-7-yl)-4-(dimethylamino)-4-oxobutanoate